tert-butyl 3-(4-((6-amino-3-methoxypyridin-2-yl)amino)butyl)piperidine-1-carboxylate NC1=CC=C(C(=N1)NCCCCC1CN(CCC1)C(=O)OC(C)(C)C)OC